allyl(2-methylbutoxy)acetate C(C=C)C(C(=O)[O-])OCC(CC)C